C(CCCCC)NC(=O)[C@H]1CN(CCN1C(CCCCCCC)=O)C(=O)C1=CC=C(C(=O)OC(C)(C)C)C=C1 tert-butyl (R)-4-(3-(hexylcarbamoyl)-4-octanoylpiperazine-1-carbonyl)benzoate